ONC(C1=CC=C(C=C1)CN1N=C(C=C1C=1C=C2C(N(C=NC2=CC1)C)=O)C1=CC(=CC=C1)Br)=O N-hydroxy-4-{[5-(3-methyl-4-oxo-3,4-dihydro-quinazolin-6-yl)-3-(3-bromophenyl)-1H-pyrazol-1-yl]methyl}benzamide